C(CC)NC1=NC=CC(=N1)OC1CNCC1 3-((2-(propylamino)pyrimidin-4-yl)oxy)pyrrolidin